2,3-dimethylcyclopropanol CC1C(C1C)O